BrC([C@H]([C@H]([C@@H]([C@@H](C=O)O)O)O)O)(O)Br dibromomannose